2-((1r,4r)-4-methoxycyclohexyl)acetic acid ethyl ester C(C)OC(CC1CCC(CC1)OC)=O